tertbutyl 3,8-diazabicyclo[3.2.1]octane-3-carboxylate C12CN(CC(CC1)N2)C(=O)OC(C)(C)C